COC(=O)C=1C=C(C2=C(N(C(=N2)CCl)CC2(CC2)CF)C1)F (chloromethyl)-4-fluoro-1-((1-(fluoromethyl)cyclopropyl)methyl)-1H-benzo[d]imidazole-6-carboxylic acid methyl ester